C1(CC1)NC(=S)NC=1C(=NN2C1N=C(C=C2)N2[C@H](CC(C2)(F)F)C2=C(C=CC(=C2)F)F)F (R)-1-cyclopropyl-3-(5-(2-(2,5-difluorophenyl)-4,4-difluoropyrrolidin-1-yl)-2-fluoropyrazolo[1,5-a]pyrimidin-3-yl)thiourea